The molecule is a tetrahydroxyflavanone that is (2S)-flavanone substituted by hydroxy group at positions 5, 7, 3' and 4' and a geranyl group at position 6. Isolated from Macaranga tanarius and propolis collected in Okinawa, it exhibits radical scavenging activity. It has a role as a metabolite and a radical scavenger. It is a tetrahydroxyflavanone and a member of 4'-hydroxyflavanones. CC(=CCC/C(=C/CC1=C(C2=C(C=C1O)O[C@@H](CC2=O)C3=CC(=C(C=C3)O)O)O)/C)C